[F].C(=O)(O)C1=NN=NN1 carboxyl-tetrazole compound with fluorine